zinc diundecene C=CCCCCCCCCC.C=CCCCCCCCCC.[Zn]